3-((4-Methoxybenzyl)oxy)-5-((5-(4-(trifluoromethyl)phenyl)oxazol-2-yl)amino)picolinonitrile COC1=CC=C(COC=2C(=NC=C(C2)NC=2OC(=CN2)C2=CC=C(C=C2)C(F)(F)F)C#N)C=C1